6-chloropyrido[3,2-d]pyrimidin-4(1H)-one ClC=1C=CC=2NC=NC(C2N1)=O